N-(2-(dimethylamino)ethyl)-2-(8-formyl-7-hydroxy-6-methoxy-4-methyl-2-oxo-2H-chromen-3-yl)acetamide CN(CCNC(CC=1C(OC2=C(C(=C(C=C2C1C)OC)O)C=O)=O)=O)C